(4-chloro-5-fluoropyridin-2-yl)-2-methoxy-N-(4-methoxybenzyl)ethan-1-amine ClC1=CC(=NC=C1F)C(COC)NCC1=CC=C(C=C1)OC